C(CCCCCCCCCCC)O.[K] potassium dodecanol